2'-Deoxyadenosine [C@@H]1(C[C@H](O)[C@@H](CO)O1)N1C=NC=2C(N)=NC=NC12